(R,R)-1,2-Bis[(2-methoxyphenyl)(phenyl-phosphino)]ethane COC1=C(C=CC=C1)[P@](CC[P@](C1=CC=CC=C1)C1=C(C=CC=C1)OC)C1=CC=CC=C1